3-methoxy-1,3-dimethyl-2-oxo-5-propanoyl-indoline-6-carboxylic acid COC1(C(N(C2=CC(=C(C=C12)C(CC)=O)C(=O)O)C)=O)C